(4-(3-(2,4-Difluoro-3-hydroxy-5-(trifluoromethyl)phenyl)-1-methyl-1H-pyrazolo[3,4-d]pyrimidin-6-yl)piperazin-1-yl)(pyridin-4-yl)methanone FC1=C(C=C(C(=C1O)F)C(F)(F)F)C1=NN(C2=NC(=NC=C21)N2CCN(CC2)C(=O)C2=CC=NC=C2)C